BrC1=C2C=NN(C2=CC(=C1CC=O)C)C1OCCCC1 2-(4-bromo-6-methyl-1-(tetrahydro-2H-pyran-2-yl)-1H-indazol-5-yl)acetaldehyde